Cl.NC=1C(N(C=CC1)C1C(C1)(C)C)=O 3-amino-1-(2,2-dimethylcyclopropyl)pyridin-2(1H)-one hydrochloride